3-(6-((4-piperidin-1-ylpiperidin-1-yl)carbonyl)pyridin-3-yl)-1H-1,2,4-triazole-3,5-diamine N1(CCCCC1)C1CCN(CC1)C(=O)C1=CC=C(C=N1)C1(NNC(=N1)N)N